C(C(=C)C)(=O)OC1C(=O)OCC1 methacryloyloxy-γ-butyrolactone